FC1=C(N)C=C(C(=C1)C(F)(F)F)C=1N=NC=CC1 2-fluoro-5-(pyridazin-3-yl)-4-(trifluoromethyl)aniline